(R)-N-(2-(3-(2-hydroxypropan-2-yl)pyrrolidin-1-yl)-5-(trifluoromethyl)pyridin-4-yl)-6-(1-methyl-1H-pyrazol-4-yl)picolinamide OC(C)(C)[C@H]1CN(CC1)C1=NC=C(C(=C1)NC(C1=NC(=CC=C1)C=1C=NN(C1)C)=O)C(F)(F)F